2-chloro-N-[(5-isobutyl-1-phenyl-pyrazol-yl)methyl]acetamide ClCC(=O)NCC1=NN(C(=C1)CC(C)C)C1=CC=CC=C1